ClC1=CC=C(C=C1)C=1N(C(C2=C(N1)C(=NC=C2)C=2C=NC=CC2)=O)[C@H]2[C@H](CCCC2)O (4-chlorophenyl)-3-((1r,2s)-2-hydroxycyclohexyl)-8-(pyridin-3-yl)pyrido[3,4-d]pyrimidin-4(3H)-one